3,3,4,4-tetradeutero-dihydrofuran-2(3H)-one [2H]C1(C(OCC1([2H])[2H])=O)[2H]